5-allyl-4-((tert-butyldimethylsilyl)oxy)pyrrolidine-2-carboxylic acid methyl ester COC(=O)C1NC(C(C1)O[Si](C)(C)C(C)(C)C)CC=C